7-{[1-(But-2-ynoyl)-4-(3-chloro-2-methylphenyl)piperidin-4-yl]amino}-2-methylisoquinolin-1-one C(C#CC)(=O)N1CCC(CC1)(C1=C(C(=CC=C1)Cl)C)NC1=CC=C2C=CN(C(C2=C1)=O)C